OC1=C2C=CC(OC2=CC=C1C=O)(C)C 5-hydroxy-2,2-dimethyl-2H-chromene-6-aldehyde